C[Si](C#CC1CCOCC1)(C)C Trimethyl-(2-tetrahydropyran-4-ylethynyl)silane